tert-Butyl (3-((2-fluoro-3-formyl-4-vinylphenoxy)methyl)phenyl)carbamate FC1=C(OCC=2C=C(C=CC2)NC(OC(C)(C)C)=O)C=CC(=C1C=O)C=C